CC(C#N)(C(C#N)(C)C)C 2,2,3,3-tetramethylsuccinonitrile